1-(3-hydroxy-3-methylpyrrolidin-1-yl)ethan-1-one OC1(CN(CC1)C(C)=O)C